ClC1=C(C=CC=C1Cl)N1CCN(CC1)CCC1CC(C1)NC=1OC=CN1 N-(3-(2-(4-(2,3-dichlorophenyl)piperazin-1-yl)ethyl)cyclobutyl)oxazol-2-amine